(±)-3-(4-Bromophenyl)tetrahydro-2H-pyran-3-amine BrC1=CC=C(C=C1)[C@]1(COCCC1)N |r|